(methoxyphenyl)-4,5-diphenyl-4,5-dihydrooxazole COC1=C(C=CC=C1)C=1OC(C(N1)C1=CC=CC=C1)C1=CC=CC=C1